3-(5-(1-benzylazepan-4-yl)-1-oxoisoindolin-2-yl)piperidine-2,6-dione C(C1=CC=CC=C1)N1CCC(CCC1)C=1C=C2CN(C(C2=CC1)=O)C1C(NC(CC1)=O)=O